C12(CCC(CC1)CC2)C(=O)O bicyclo[2.2.2]-octane-1-carboxylic acid